tert-butyl (3R,4S)-3-((2-amino-5-(methoxycarbonyl)phenyl)amino)-4-methoxypyrrolidine-1-carboxylate NC1=C(C=C(C=C1)C(=O)OC)N[C@@H]1CN(C[C@@H]1OC)C(=O)OC(C)(C)C